C(C)(C)(C)OC(NCCOCCOCCOCCN1CCN(CC1)CC=1C=C2CN(CC2=CC1)C(C1=C(C(=C(C=C1O)O)C)OCC1=CC=CC=C1)=O)=O t-Butyl(2-(2-(2-(2-(4-((2-(2-(benzyloxy)-4,6-dihydroxy-3-methylbenzoyl)isoindolin-5-yl)methyl)piperazin-1-yl)ethoxy)ethoxy)ethoxy)ethyl)carbamate